ClC1=C(C(=CC=C1)Cl)N1CC(C1)C1=CC(=C(C(=C1)C)CO)F (4-(1-(2,6-dichlorophenyl)azetidin-3-yl)-2-fluoro-6-methylphenyl)methanol